C[C@H](CC[C@H](C)C(C)C)[C@H]1CC[C@@H]2[C@@]1(CC[C@H]3C2=CC=C4[C@@]3(CC[C@@H](C4)O)C)C The molecule is a phytosterol consiting of ergostane having double bonds at the 5,6- and 7,8-positions as well as a 3beta-hydroxy group. It is a 3beta-sterol, an ergostanoid and a member of phytosterols. It derives from a hydride of a 5alpha-ergostane.